C(C)(C)(C)[S@@](=O)N[C@H](C)C=1C(=C(C(=C2C=NNC12)C=1N=CC=2N(C1)C=C(N2)NC(C)=O)Cl)F N-(6-(7-((R)-1-(((R)-tert-butylsulfinyl)amino)ethyl)-5-chloro-6-fluoro-1H-indazol-4-yl)imidazo[1,2-a]pyrazin-2-yl)acetamide